S1C=CC2=NC=C(C=C21)C(=O)[O-] thieno[3,2-b]pyridine-6-carboxylate